CC=1C(=C(C=C(C1)C(F)(F)F)O)C=1C=CC=2C(N1)=NN(C2)[C@H]2CCC=1N(C2)C(=CN1)C (S)-3-methyl-2-(2-(3-methyl-5,6,7,8-tetrahydroimidazo[1,2-a]pyridin-6-yl)-2H-pyrazolo[3,4-b]pyridin-6-yl)-5-(trifluoromethyl)phenol